FC1(CN(CC1)C1=CC2=C(C[C@](O2)(C)CO)C=C1NC(=O)C=1C=NN2C1N=CC=C2)F N-[(2R)-6-(3,3-difluoropyrrolidin-1-yl)-2-(hydroxymethyl)-2-methyl-3H-benzofuran-5-yl]pyrazolo[1,5-a]pyrimidine-3-carboxamide